CC(C(=O)OC1=CC=C(C=C1)C(C1=CC=C(C=C1)OC(C(C)(C)C)=O)=O)(C)C [4-[4-(2,2-dimethylpropanoyloxy)benzoyl]phenyl] 2,2-dimethylpropanoate